N1=NC=C(C=C1)C1=CNC2=NC=CC(=C21)N2C[C@H](CCC2)NC(C)=O N-[(3S)-1-(3-pyridazin-4-yl-1H-pyrrolo[2,3-b]pyridin-4-yl)-3-piperidinyl]acetamide